C(C)N(CCCN)CC 3-diethylaminopropylamine